(S)-(4-(3-(3-chloropyridin-2-yloxy) pyrrolidin-1-yl) biphenyl-3-yl) methanate C(=O)OC=1C=C(C=CC1N1C[C@H](CC1)OC1=NC=CC=C1Cl)C1=CC=CC=C1